3-methyl-N-(4-((S)-3-phenylisoxazolidin-2-yl)-5-(trifluoromethyl)pyrimidin-2-yl)-1,2,3,4,4a,5-hexahydrobenzo[b]pyrazino[1,2-d][1,4]oxazin-8-amine CN1CC2N(C3=C(OC2)C=C(C=C3)NC3=NC=C(C(=N3)N3OCC[C@H]3C3=CC=CC=C3)C(F)(F)F)CC1